C(C)(=O)ON=C(CCC1CCCC1)C=1C=CC=2N(C3=CC=C(C=C3C2C1)C(C1(CC=CC=C1)C)=O)CC 3-cyclopentyl-1-[9-ethyl-6-(1-methylbenzoyl)-9H-carbazol-3-yl]-1-propanone-1-(O-acetyloxime)